OCCNC(O[C@@H]1CC[C@H](CC1)C(N(C[C@@H]1CC[C@H](CC1)C1=CC(=C(C=C1)OC)C)C1=CC(=CC=C1)C=1C=NN(C1)C(C)C)=O)=O trans-4-((3-(1-Isopropyl-1H-pyrazol-4-yl)phenyl)((trans-4-(4-methoxy-3-methylphenyl)cyclohexyl)methyl)carbamoyl)cyclohexyl (2-hydroxyethyl)carbamate